COC1=NC2=C(N1C(=O)NCCCCC1=CC=CC=C1)C=C(C=C2)N2CCOCC2 2-methoxy-6-morpholino-N-(4-phenylbutyl)-1H-benzo[d]Imidazole-1-carboxamide